FC(C(=O)OC(C(C(C(C(F)(F)F)(F)F)(F)F)(F)F)=O)(C(C(C(F)(F)F)(F)F)(F)F)F Perfluoropentanoic anhydride